4-bromo-3-methyl-7-azaindazole BrC1=C2C(=NNC2=NC=C1)C